C(C)OC(C(C)(C)OC1=C(C=C(C=C1C)CN1CCN(CC1)CC1=CC=C(C=C1)OC1=CC=CC=C1)C)=O 2-(2,6-dimethyl-4-((4-(4-phenoxybenzyl)piperazin-1-yl)methyl)phenoxy)-2-methylpropanoic acid ethyl ester